N-[5-(5-Cyclopropyl-4H-1,2,4-triazol-3-yl)-3-fluoro-2-methylphenyl]-6-fluoropyrazolo[1,5-a]pyridine-3-carboxamide C1(CC1)C=1NC(=NN1)C=1C=C(C(=C(C1)NC(=O)C=1C=NN2C1C=CC(=C2)F)C)F